(S)-3-pyrrolidinol N1C[C@H](CC1)O